ClCC(\C(\C(=O)OCC)=N/O)=O ethyl (2E)-4-chloro-2-(hydroxyimino)-3-oxobutanoate